NCC=1C=CC(=C(C(=O)N[C@H](C)C2=CC(=CC3=CC=CC=C23)C=2C=NN(C2)C)C1)C |r| racemic-5-(aminomethyl)-2-methyl-N-(1-(3-(1-methyl-1H-pyrazol-4-yl)naphthalen-1-yl)ethyl)benzamide